(R)-N-((5-cyclohexylpyrazin-2-yl)methyl)-N-(1-oxo-1,2-dihydrophthalazin-6-yl)-1-((perfluorophenyl)sulfonyl)azetidine-2-carboxamide C1(CCCCC1)C=1N=CC(=NC1)CN(C(=O)[C@@H]1N(CC1)S(=O)(=O)C1=C(C(=C(C(=C1F)F)F)F)F)C=1C=C2C=NNC(C2=CC1)=O